ClC=1C=C(C=CC1F)[C@@H](CO)N1C(N2C(C1)=CC(=C2)C2=NC(=NC=C2C)NC2=CC=NN2C)=O (S)-2-(1-(3-chloro-4-fluorophenyl)-2-hydroxyethyl)-6-(5-methyl-2-((1-methyl-1H-pyrazol-5-yl)amino)pyrimidin-4-yl)-1H-pyrrolo[1,2-c]imidazol-3(2H)-one